rac-N-[(6S,7R)-2-ethyl-7-({[1-(5-fluoro-4-methylpyrimidin-2-yl)piperidin-4-yl]oxy}methyl)-4,5,6,7-tetrahydropyrazolo[1,5-a]pyridin-6-yl]methanesulfonamide C(C)C1=NN2C(CC[C@@H]([C@@H]2COC2CCN(CC2)C2=NC=C(C(=N2)C)F)NS(=O)(=O)C)=C1 |r|